7-bromo-5-chloro-2'-(methylthio)-4'-(1,4-oxazepan-4-yl)-3,4,5',8'-tetrahydro-2H-spiro[naphthalene-1,7'-pyrano[4,3-d]pyrimidine] BrC1=CC(=C2CCCC3(CC=4N=C(N=C(C4CO3)N3CCOCCC3)SC)C2=C1)Cl